C(CCCCCCCCCCCCCCCC)(=O)OCCCCCC(OC(NCCCN(CCCCN(C)C)C)=O)CCCCCOC(CCCCCCCCCCCCCCCC)=O [3-(dimethylamino) propyl]-13-methyl-8-oxo-6-{5-[(1-oxoheptadecyl) oxy] pentyl}-9,13-diaza-7-oxatetradec-1-yl heptadecanoate